ClC=1C=C(C=CC1Cl)C(CN1C(N(C2=C1C=CC=C2)CC=2N=NN(C2)C2=CC=C(C=C2)OC)=N)O 1-(3,4-dichlorophenyl)-2-(2-imino-3-((1-(4-methoxyphenyl)-1H-1,2,3-triazol-4-yl)methyl)-2,3-dihydro-1H-benzo[d]imidazol-1-yl)ethan-1-ol